1-Phenyl-1,1-bis(4-hydroxyphenyl)methane tert-butyl-(±)-2-(hydroxymethyl)pyrrolidine-1-carboxylate C(C)(C)(C)OC(=O)N1[C@H](CCC1)CO.C1(=CC=CC=C1)C(C1=CC=C(C=C1)O)C1=CC=C(C=C1)O |r|